BrC=1C=C(C(=O)O)C=CC1C(F)F 3-Bromo-4-(difluoromethyl)benzoic acid